5-((5-Fluoro-3-(2,2,2-trifluoroethoxy)pyridin-2-yl)oxy)-3-methyl-N-(4-methyl-1,1-dioxidotetrahydro-2H-thiopyran-4-yl)-3H-imidazo[4,5-b]pyridine-2-carboxamide FC=1C=C(C(=NC1)OC1=CC=C2C(=N1)N(C(=N2)C(=O)NC2(CCS(CC2)(=O)=O)C)C)OCC(F)(F)F